N-[1-benzyl-4-(2,5-dichloro-4-pyridinyl)-4-piperidinyl]-4-(trifluoromethoxy)benzenesulfonamide triammonium hydrogen pyrophosphate OP([O-])(=O)OP(=O)([O-])[O-].[NH4+].[NH4+].[NH4+].C(C1=CC=CC=C1)N1CCC(CC1)(C1=CC(=NC=C1Cl)Cl)NS(=O)(=O)C1=CC=C(C=C1)OC(F)(F)F